methyl 1-(4-(2,2,2-trifluoroethyl)piperidine-1-carbonyl)cyclopropane-1-carboxylate FC(CC1CCN(CC1)C(=O)C1(CC1)C(=O)OC)(F)F